3-(pyridin-2-yl)-1,3,5-triazine-2,4-dione N1=C(C=CC=C1)N1C(NC=NC1=O)=O